C(C)(C)(C)OC(=O)N1CCN(CC1)C1=C2N=C(C=NC2=C(C=C1)C(NC=1C=C(C=2N(C1)C=C(N2)C)F)=O)C 4-[8-({8-fluoro-2-methylimidazo[1,2-a]pyridin-6-yl}carbamoyl)-3-methylquinoxalin-5-yl]piperazine-1-carboxylic acid tert-butyl ester